BrC=1C=C(OC(C1OC)=O)C(=O)NC=1SC(=NN1)C1=C(C=NS1)Cl 4-bromo-N-[5-(4-chloro-1,2-thiazol-5-yl)-1,3,4-thiadiazol-2-yl]-5-methoxy-6-oxopyran-2-carboxamide